3-(dimethylamino)-1-(quinolin-3-yl)propylene CN(CC=CC=1C=NC2=CC=CC=C2C1)C